didodecylmercaptoethyl-2,2-bis(3,5-di-tert-butyl-4-hydroxy-benzyl)malonate C(CCCCCCCCCCC)S(CCCCCCCCCCCC)CCOC(C(C(=O)[O-])(CC1=CC(=C(C(=C1)C(C)(C)C)O)C(C)(C)C)CC1=CC(=C(C(=C1)C(C)(C)C)O)C(C)(C)C)=O